(3aR,5r,6aS)-5-(2-methylphenyl)octahydrocyclopenta[c]pyrrole monohydrochloride Cl.CC1=C(C=CC=C1)C1C[C@@H]2[C@@H](CNC2)C1